[C].O[C@H]1[C@H](O)[C@@H](O)[C@H](O)[C@H](O1)CO beta-D-glucose carbon